1-isopropyl-3,5-dimethyl-4-(pyridin-2-yl)-1H-pyrazole C(C)(C)N1N=C(C(=C1C)C1=NC=CC=C1)C